OC(C)C=1C=C(C=C2C(N(C(=NC12)N1CC2=CC=CC=C2C1)C)=O)C 8-(1-hydroxyethyl)-2-(isoindolin-2-yl)-3,6-dimethylquinazolin-4(3H)-one